N-(4-(2-fluorophenyl)-2-(2-oxa-6-azaspiro[3.3]heptan-6-yl)pyridin-3-yl)-1,5-dimethyl-1H-pyrazole-4-carboxamide FC1=C(C=CC=C1)C1=C(C(=NC=C1)N1CC2(COC2)C1)NC(=O)C=1C=NN(C1C)C